(3S,4S)-tert-butyl 3-fluoro-4-(methylamino)pyrrolidine-1-carboxylate F[C@H]1CN(C[C@@H]1NC)C(=O)OC(C)(C)C